methyl 3-((2,8-dimethyl-1,2,3,4,4a,9b-hexahydro-5H-pyrido[4,3-b]indol-5-yl)sulfonyl)-4-methylthiophene-2-carboxylate CN1CC2C(N(C=3C=CC(=CC23)C)S(=O)(=O)C2=C(SC=C2C)C(=O)OC)CC1